ClC1=C(C(=C(C=C1OC)OC)Cl)C1=NC(=C2C=C(N=CC2=C1)CNC(C=C)=O)NCCOC N-((7-(2,6-dichloro-3,5-dimethoxyphenyl)-5-((2-methoxyethyl)amino)-2,6-naphthyridin-3-yl)methyl)acrylamide